C(C)(=O)OCCC1=NC(=NC(=C1C1OCCO1)N[C@H](C)C1=C(C(=CC=C1)C(F)F)F)Cl (R)-2-(2-chloro-6-((1-(3-(difluoromethyl)-2-fluorophenyl)ethyl)amino)-5-(1,3-dioxolane-2-yl)pyrimidin-4-yl)ethyl acetate